COC=1C(=NC=CC1)CC1=C(N=C(O1)C=C)C(=O)N ((3-methoxypyridin-2-yl)methyl)-2-vinyloxazole-4-carboxamide